(3R,5R,7R)-N-(4-((1S,3S)-3-(cyclopropylmethyl)-6-methoxy-1,2,3,4-tetrahydroisoquinolin-1-yl)phenyl)adamantan-1-amine C1(CC1)C[C@@H]1N[C@H](C2=CC=C(C=C2C1)OC)C1=CC=C(C=C1)NC12CC3CC(CC(C1)C3)C2